5-Chloro-4-((3aR,6aS)-5-(cyclopropylmethyl)-3a,6a-dimethylhexahydropyrrolo[3,4-c]pyrrol-2(1H)-yl)-N-(1-methyl-1H-pyrazol-4-yl)pyrimidin-2-amine ClC=1C(=NC(=NC1)NC=1C=NN(C1)C)N1C[C@@]2(CN(C[C@@]2(C1)C)CC1CC1)C